CN1C(C(=CC2=C1N=C(N=C2)NC=2C=C1N(CCN(C1)C)C2)N2CCN(C1=C(C=CC=C21)C)C(C=C)=O)=O 8-methyl-2-[(2-methyl-3,4-dihydro-1H-pyrrolo[1,2-a]pyrazin-7-yl)amino]-6-(5-methyl-4-prop-2-enoyl-2,3-dihydroquinoxalin-1-yl)pyrido[2,3-d]pyrimidin-7-one